Diisodecyl-adipic acid C(CCCCCCC(C)C)C(C(=O)O)(CCCC(=O)O)CCCCCCCC(C)C